fluoromethylfluoroethyl ether FCC(COCC(CF)F)F